ClC1=NC(=CC=C1C(=O)OCC)Cl Ethyl 2,6-dichloropyridine-3-carboxylate